5-{2,6-difluoro-4-[2-(tetrahydro-furan-3-yloxy)-pyridin-3-yl]-phenyl}-hexanoic acid FC1=C(C(=CC(=C1)C=1C(=NC=CC1)OC1COCC1)F)C(CCCC(=O)O)C